S1C=NC2=C1C=CC(=C2)NC2=CC=NC1=CC=C(C=C21)C2=C(C=C(CN1C(CN(CC1)C)=O)C=C2)F 1-(4-(4-(benzo[d]thiazol-5-ylamino)quinolin-6-yl)-3-fluorobenzyl)-4-methylpiperazin-2-one